COC(=O)[C@H]1C[C@H](CC1)NC1=NC=NC2=C(C=CC=C12)OC (1R,3S)-3-((8-methoxyquinazolin-4-yl)amino)cyclopentane-1-carboxylic acid methyl ester